(S)-ethyl 8-(2-amino-6-((R)-2,2,2-trifluoro-1-(3'-methyl-3-(3-methyl-1H-pyrazol-1-yl)-[1,1'-biphenyl]-4-yl)ethoxy)pyrimidin-4-yl)-2,8-diazaspiro[4.5]decane-3-carboxylate NC1=NC(=CC(=N1)N1CCC2(C[C@H](NC2)C(=O)OCC)CC1)O[C@@H](C(F)(F)F)C1=C(C=C(C=C1)C1=CC(=CC=C1)C)N1N=C(C=C1)C